C(CCC)NCCC[Si](OC)(OC)C N-butylaminopropylmethyl-dimethoxysilane